N[C@H](C(=O)N1[C@@H]([C@H]2C([C@H]2C1)(C)C)C(=O)N[C@H](C(=O)OC)C[C@H]1C(NC2(CC2)C1)=O)C(C)(C)C methyl (2S)-2-[[(1R,2S,5S)-3-[(2S)-2-amino-3,3-dimethyl-butanoyl]-6,6-dimethyl-3-azabicyclo[3.1.0]hexane-2-carbonyl]amino]-3-[(6R)-5-oxo-4-azaspiro[2.4]heptan-6-yl]propanoate